Cl.ClC=1C=C(C=CC1C)C#CC(C)NC(=O)N1CCNCC1 N-(4-(3-chloro-4-methylphenyl)-but-3-yn-2-yl)-piperazine-1-carboxamide hydrochloride